ClC1=C(C(=CC=C1)OC)C1=C2C=CC=NC2=C(C=C1)C[C@@H](C(=O)O)NC(C1=C(C=CC=C1Cl)Cl)=O (2S)-3-(5-(2-chloro-6-methoxyphenyl)quinolin-8-yl)-2-(2,6-dichlorobenzoylamino)propionic acid